4-chlorobenzyl (4-(((1-(oxetan-3-yl)piperidin-4-yl)oxy)meth-yl)phenyl)carbamate O1CC(C1)N1CCC(CC1)OCC1=CC=C(C=C1)NC(OCC1=CC=C(C=C1)Cl)=O